bicuminal O=C(C1=CC=C(C(C)C)C=C1)C(=O)C1=CC=C(C(C)C)C=C1